N-(3-bromo-2-fluorophenyl)-2-fluoro-3-methoxyacrylamide BrC=1C(=C(C=CC1)NC(C(=COC)F)=O)F